C(#N)C=1C=CC=2C=3C=CC(=C4C(=CC=C(C5=CC=C(C1C52)C(=O)OCC(C)C)C43)C(=O)OCC(C)C)C#N diisobutyl 3,10-dicyanoperylene-4,9-dicarboxylate